C(CC)C1=C(O)C(=CC(=C1)O)CCC 2,6-dipropylhydroquinone